Buten-1,4-diol C(=CCCO)O